NC1=NC=2C=CC(=CC2C2=C1COC2)C(=O)N([C@@H]2COC1=C2C=CC(=C1)C(F)(F)F)C1CC1 4-amino-N-cyclopropyl-N-((3S)-6-(trifluoromethyl)-2,3-dihydro-1-benzofuran-3-yl)-1,3-dihydrofuro[3,4-c]quinoline-8-carboxamide